OC1=C(C=C(C=C1)CNC(CCCC\C=C\C(C)C)=O)OC (6e)-N-[(4-hydroxy-3-methoxyphenyl)methyl]-8-methylnon-6-enamide